(4S)-7-chloro-6-(3-fluoro-2-pyridinyl)-N-(2-hydroxyethyl)-4-methyl-8-(trifluoromethyl)-4H-[1,2,4]triazolo[1,5-a][1,4]benzodiazepine-2-Carboxamide ClC1=C(C=CC2=C1C(=N[C@H](C=1N2N=C(N1)C(=O)NCCO)C)C1=NC=CC=C1F)C(F)(F)F